C[N+]1(CCCC1)CCCCCC[N+]1(CCCC1)C hexamethylenebis(1-methylpyrrolidinium)